1-bromobutan-2-one BrCC(CC)=O